5-fluorobenzene-1,2-dicarboxylic acid dimethyl ester COC(=O)C=1C(=CC=C(C1)F)C(=O)OC